N-((1R,2R)-1-(3,5-di-tert-butylphenyl)-2-(quinolin-2-yl)butyl)acetamide C(C)(C)(C)C=1C=C(C=C(C1)C(C)(C)C)[C@@H]([C@@H](CC)C1=NC2=CC=CC=C2C=C1)NC(C)=O